CC1(C(N(C(N1CC1=C2C(=NC=C1)NC(C2)=O)=O)C2=CC(N(C=C2)CC(C)(C)C)=O)=O)C 5,5-dimethyl-3-(1-neopentyl-2-oxo-1,2-dihydropyridin-4-yl)-1-((2-oxo-2,3-dihydro-1H-pyrrolo[2,3-b]pyridin-4-yl)methyl)imidazolidine-2,4-dione